CC1=C(CC2CNCC2)C=CC(=C1)C 3-(2,4-dimethylbenzyl)pyrrolidine